O=C1NC(CCC1N1C(C2=CC=C(C=C2C1)C1(N(C2=CC=CC=C2C1C)C(=O)N)C)=O)=O (2-(2,6-dioxopiperidin-3-yl)-1-oxoisoindolin-5-yl)-2,3-dimethylindoline-1-carboxamide